2-((1R,5S,6S)-6-(3-(tert-butyl)phenyl)-3-azabicyclo[3.1.0]hexane-3-carbonyl)-5-azaspiro[3.4]octan-6-one C(C)(C)(C)C=1C=C(C=CC1)C1[C@@H]2CN(C[C@H]12)C(=O)C1CC2(C1)NC(CC2)=O